4-amino-N-((6-methoxy-3-pyridazinyl)methyl)-N-((1S)-1-(2-pyrimidinyl)ethyl)-2,3-dihydro-1H-cyclopenta[c]quinoline-8-carboxamide NC1=NC=2C=CC(=CC2C2=C1CCC2)C(=O)N([C@@H](C)C2=NC=CC=N2)CC=2N=NC(=CC2)OC